FC(C1=NC=CC=C1)(F)F.[Na] sodium 2-(trifluoromethyl)pyridine